ClC=1C=CC(=C(C1)CC(=O)NC=1C=C(C(=O)NC2(CCN(CC2)C(=O)OC(C)(C)C)C)C=CC1)O tert-Butyl 4-[[3-[[2-(5-chloro-2-hydroxy-phenyl) acetyl]amino]benzoyl]amino]-4-methyl-piperidine-1-carboxylate